1,2-oxathiane-2,2-dioxide O1S(CCCC1)(=O)=O